6-bromo-5-fluoro-7-methoxy-1-methylquinazolin-4(1H)-one BrC=1C(=C2C(N=CN(C2=CC1OC)C)=O)F